7-cyano-1-(3-(difluoromethoxy)phenyl)-3,3-dimethyl-N-(3-methyl-1,1-dioxathiolan-3-yl)-2-oxoindoline-5-carboxamide C(#N)C=1C=C(C=C2C(C(N(C12)C1=CC(=CC=C1)OC(F)F)=O)(C)C)C(=O)NC1(SOCC1)C